CSC1=CC=C(C=C1)\C=C\[N+](=O)[O-] (E)-methyl(4-(2-nitrovinyl)phenyl)sulfane